(S)-N-(3-(4-chloro-2-fluorophenyl)-2-cyclopropylpropyl)-1-methyl-5-oxo-4,5-dihydro-1H-1,2,4-triazole-3-carboxamide ClC1=CC(=C(C=C1)C[C@H](CNC(=O)C1=NN(C(N1)=O)C)C1CC1)F